O1C(CCCC1)N1C(CC=2C1=NC=CC2)=O 1-tetrahydropyran-2-yl-pyrrolo[2,3-b]pyridine-2-one